(S)-N-((S)-1-(5-(2-methoxyquinolin-3-yl)-1H-imidazol-2-yl)-7-oxononyl)-6-(pyridin-3-ylmethyl)-6-azaspiro[2.5]octane-1-carboxamide COC1=NC2=CC=CC=C2C=C1C1=CN=C(N1)[C@H](CCCCCC(CC)=O)NC(=O)[C@H]1CC12CCN(CC2)CC=2C=NC=CC2